OC=1N=CC=C2C=C(N=CC12)NC(C)=O N-(8-hydroxy-2,7-naphthyridin-3-yl)acetamide